N12CCCCCC2=NCCC1 1,8-diaza-bicyclo(5.4.0)-undec-7-ene